CC(=CCCCC=O)C 6-Methyl-5-heptenal